C(CN1C(=NC2=C1C=CC(=C2OC)C(N)=O)C2=CC(=C(C=C2C(=O)O)Cl)Cl)N2C(=NC1=C2C=CC(=C1OC)C(N)=O)C1=CC(=C(C=C1C(=O)O)Cl)Cl 6,6'-(ethane-1,2-diylbis(5-carbamoyl-4-methoxy-1H-benzo[d]imidazole-1,2-diyl))bis(3,4-dichlorobenzoic acid)